5-[3-[4-[3-(dimethylamino)prop-1-ynyl]-2-fluoro-phenoxy]propyl]thiazole-4-carboxylate CN(CC#CC1=CC(=C(OCCCC2=C(N=CS2)C(=O)[O-])C=C1)F)C